CC1=CN=C(S1)NC1=CC(=CC(=N1)NC1CN(CCC1)C(C=C)=O)CN1CCOCC1 1-(3-((6-((5-Methylthiazol-2-yl)amino)-4-(morpholinomethyl)pyridin-2-yl)amino)piperidin-1-yl)prop-2-en-1-one